OC(CN(CCCC(=O)OCCN1CCN(CC1)CCSSCCCCN(CC(CCCCCCCC)O)CC(CCCCCCCC)O)CC(CCCCCCCC)O)CCCCCCCC 2-(4-(2-((4-(Bis(2-hydroxydecyl)amino)butyl)disulfaneyl)ethyl)piperazin-1-yl)ethyl 4-(bis(2-hydroxydecyl)amino)butanoate